2-methyl-4-[(2E)-3-(pyridin-3-yl)prop-2-enamido]pyrazole-3-carboxamide CN1N=CC(=C1C(=O)N)NC(\C=C\C=1C=NC=CC1)=O